N1C=C(C2=CC=CC=C12)C(=O)C=1SC=C(N1)\C(\C(C)C)=N/OC (Z)-(1H-indol-3-yl)(4-(1-(methoxyimino)-2-methylpropyl)thiazol-2-yl)methanone